COCC1=CC=C(CC(N)C)C=C1 para-methoxymethylamphetamine